O=C1N(C(C2=CC=CC=C12)=O)[C@H](CS(=O)(=O)O)C(C)C (S)-2-(1,3-dioxoisoindolin-2-yl)-3-methylbutane-1-sulphonic acid